1-(4-chloro-3-trifluoromethylphenyl)-3-(6-(1-(2-hydroxyethyl)-1H-pyrazol-4-yl)-2,3,4,9-tetrahydro-1H-carbazol-3-yl)urea ClC1=C(C=C(C=C1)NC(=O)NC1CCC=2NC3=CC=C(C=C3C2C1)C=1C=NN(C1)CCO)C(F)(F)F